[Si](C1=CC=CC=C1)(C1=CC=CC=C1)(C(C)(C)C)OC\C=C(\[C@@H](C)N[S@](=O)C(C)(C)C)/F (R)-N-((R,Z)-5-((tert-butyldiphenylsilyl)oxy)-3-fluoropent-3-en-2-yl)-2-methylpropan-2-sulfinamide